ClC=1C=CC=C2C=CC=C(C12)C1CC=2N=C(N=C(C2CO1)N1C[C@@H](N(CC1)C(=O)OC(C)(C)C)CC#N)SC tert-butyl (2S)-4-[7-(8-chloronaphthalen-1-yl)-2-(methylsulfanyl)-5H,7H,8H-pyrano[4,3-d]pyrimidin-4-yl]-2-(cyanomethyl)piperazine-1-carboxylate